ClC1=C(C=CC=C1)CN1N=NC2=C1N=C(N=C2N2CC(CC2)O)C(=C)C 1-[3-[(2-Chlorophenyl)methyl]-5-prop-1-en-2-yltriazolo[4,5-d]pyrimidin-7-yl]pyrrolidin-3-ol